CC1=C(C=C(C(=O)NCC=2C=NC=CC2)C=C1)NS(=O)(=O)C1=CC=C(C=C1)C 4-methyl-3-((4-methylphenyl)sulfonylamino)-N-(pyridin-3-ylmethyl)benzamide